5-amino-8-(2-methoxy-6-methyl-4-pyridinyl)-7-phenyl-2-[[(2R)-tetrahydrofuran-2-yl]methyl]-[1,2,4]triazolo[4,3-c]pyrimidin-3-one NC1=NC(=C(C=2N1C(N(N2)C[C@@H]2OCCC2)=O)C2=CC(=NC(=C2)C)OC)C2=CC=CC=C2